ClC1=C(N=C(NC1=O)C1=CC(=NC=C1)F)N1CCNCC(C1)F 5-chloro-4-[6-fluoro-1,4-diazepan-1-yl]-2-(2-fluoro-4-pyridinyl)-1H-pyrimidin-6-one